C(#N)C=1C=C(C=CC1)N1C[C@@H](N(CC1)C=1N=C2N(C(C1C)=O)C=C(C=C2[C@@H](C)NC2=C(C(=O)O)C=CC=C2)C)C 2-(((R)-1-(2-((S)-4-(3-cyanophenyl)-2-methylpiperazin-1-yl)-3,7-dimethyl-4-oxo-4H-pyrido[1,2-a]pyrimidin-9-yl)ethyl)amino)benzoic acid